2-((1H-benzo[d][1,2,3]triazol-5-yl)methyl)-3-((4-chloro-1H-pyrazol-3-yl)methyl)isoindolin-1-one N1N=NC2=C1C=CC(=C2)CN2C(C1=CC=CC=C1C2CC2=NNC=C2Cl)=O